[Br-].C(CCC)C(CCCCCCCCCCCCCCCP)(CCCC)CCCC tributyl-cetylphosphine bromide